(R)-(3-aminopiperidin-1-yl)(2-(1-(cyclopropylmethyl)-6-methoxy-1H-indol-2-yl)-3-methylimidazo[1,2-a]pyridin-7-yl)methanone N[C@H]1CN(CCC1)C(=O)C1=CC=2N(C=C1)C(=C(N2)C=2N(C1=CC(=CC=C1C2)OC)CC2CC2)C